C(CCCC\C=C/CCCCCCCC)C=1C=C(C=C(O)C1)O 5-((Z)-Pentadec-6-en-1-yl)resorcinol